8-((1S,2S)-2-(difluoromethyl)cyclopropyl)-6-(2,4-dimethoxypyrimidine-5-yl)-2-(trifluoromethyl)imidazo[1,2-b]pyridazine FC([C@@H]1[C@H](C1)C=1C=2N(N=C(C1)C=1C(=NC(=NC1)OC)OC)C=C(N2)C(F)(F)F)F